COC=1N=C2C(=NC(=NC2=NC1C)[C@@H]1C[C@@H](OCC1)C=1C=CC(N(C1)C)=O)C12CC(C1)(C2)C(F)(F)F 5-[(2R,4S)-4-[6-methoxy-7-methyl-4-[3-(trifluoromethyl)-1-bicyclo[1.1.1]pentanyl]pteridin-2-yl]tetrahydropyran-2-yl]-1-methyl-pyridin-2-one